C(C)O/C=C/C1=CC(=C(C=C1)S(=O)(=O)N)OC 4-[(E)-2-ethoxyethenyl]-2-methoxybenzenesulfonamide